N-(5-bromo-2-nitropyridin-3-yl)-3-iodobenzamide BrC=1C=C(C(=NC1)[N+](=O)[O-])NC(C1=CC(=CC=C1)I)=O